C(C1=CC=CC=C1)OC=1C=NN(C1)C=1N=C2N(C=C(C=C2)Br)C1S(=O)(=O)CC 2-[4-(benzyloxy)-1H-pyrazol-1-yl]-6-bromo-3-(ethylsulfonyl)imidazo[1,2-a]pyridine